C(C)OC(\C=C\C=1C=C2CCC(C2=CC1)OCC1=CC(=CC(=C1)C(F)(F)F)C(F)(F)F)=O (E)-3-(1-((3,5-bis(trifluoromethyl)benzyl)oxy)-2,3-dihydro-1H-inden-5-yl)acrylic acid ethyl ester